C1(CCCC1)NC=1C2=C(N=C(N1)NC1=C(C=C(C=C1)S(=O)(=O)N1CCC(CC1)N1CCOCC1)OC)NC=C2C(F)(F)F N4-cyclopentyl-N2-(2-methoxy-4-((4-morpholinopiperidin-1-yl)sulfonyl)phenyl)-5-(trifluoromethyl)-7H-pyrrolo[2,3-d]pyrimidine-2,4-diamine